FC(C(=O)O)(F)F.C1(=C(C(=CC(=C1)C)C)S(=O)(=O)ON)C O-(mesitylsulfonyl)hydroxylamine 2,2,2-trifluoroacetate